CC=1C=C2CC(CC2=CC1C)N 5,6-di-methyl-2-aminoindan